(6-chloro-3-(1H-imidazol-1-yl)-5-methoxy-1-methyl-1H-indol-2-yl)-N,N-dimethyl-1H-1,2,4-triazole-5-carboxamide ClC1=C(C=C2C(=C(N(C2=C1)C)N1N=CN=C1C(=O)N(C)C)N1C=NC=C1)OC